COC=1C=C(CC2N=C3C=C(C=CC3=C2)C(=O)O)C=C(C1)OC 2-(3,5-dimethoxybenzyl)-2H-indole-6-carboxylic acid